ClC1=NC(=CC(=C1N)N)C1=CC=C(C=C1)Cl 2-Chloro-6-(4-chlorophenyl)pyridine-3,4-diamine